CS(=O)(=O)C=1N=CC=2C(N(C=3N(C2N1)CCN3)C3=NC=CC=N3)=O 2-methanesulfonyl-6-(pyrimidin-2-yl)-8,9-dihydroimidazo[1,2-a]pyrimido[5,4-e]pyrimidin-5(6H)-one